t-amyl-phenolate C(C)(C)(CC)C1=C(C=CC=C1)[O-]